[Ni].[Ag].[Sn] tin silver nickel